tert-butyl (2-(8-(ethylthio)imidazo[1,5-a]pyridin-3-yl)propane-2-yl)carbamate C(C)SC=1C=2N(C=CC1)C(=NC2)C(C)(C)NC(OC(C)(C)C)=O